(S)-3-(3,5-dichlorophenyl)-3-((1R,3R)-3-(2-(5,6,7,8-tetrahydro-1,8-naphthyridin-2-yl)ethyl)cyclobutanecarboxamido)propionic acid ClC=1C=C(C=C(C1)Cl)[C@H](CC(=O)O)NC(=O)C1CC(C1)CCC1=NC=2NCCCC2C=C1